C(OC1=CC=CC=C1)(OCCOCC)=O phenyl 2-ethoxyethyl carbonate